COCC1CN(C1)C(=O)C1=CC=C(N=N1)NC1=C2C(=NC(=C1)OC=1C(=CC(=NC1)C#N)C)N(C=N2)C 5-[7-[[6-[3-(methoxymethyl)azetidine-1-carbonyl]pyridazin-3-yl]amino]-3-methyl-imidazo[4,5-b]pyridin-5-yl]oxy-4-methyl-pyridine-2-carbonitrile